FC1=C(C(=CC=C1NS(=O)(=O)C=1C(=NC=C(C1)F)C)F)[C@H]1CCC=2N(C1)C=NC2C(=O)NC (6R)-6-[2,6-difluoro-3-(5-fluoro-2-methylpyridine-3-sulfonamido)phenyl]-N-methyl-5H,6H,7H,8H-imidazo[1,5-a]pyridine-1-carboxamide